IC1=CC(=CC=C1)C 1-iodo-3-methylbenzene